C(C(C)C)NC(C1=CC(=C(C=C1)NC1=NC=C2N(C(N(C2=N1)C1CCOCC1)=O)C)C)=O N-isobutyl-3-methyl-4-((7-methyl-8-oxo-9-(tetrahydro-2H-pyran-4-yl)-8,9-dihydro-7H-purin-2-yl)amino)benzamide